2-(N-methylsulfamoyl)-N-(5-nitrothiazol-2-yl)benzamide CNS(=O)(=O)C1=C(C(=O)NC=2SC(=CN2)[N+](=O)[O-])C=CC=C1